ClC1=CC=C(C=C1)C1=CN=C(O1)C(=O)N(C1=CC=C(C=C1)C)C 5-(4-chlorophenyl)-N-methyl-N-(p-tolyl)oxazole-2-carboxamide